(1R*,5S*)-(2RS)-3-(4-Methoxy-benzenesulfonyl)-3-azabicyclo[3.1.0]hexane-2-carboxylic acid benzothiazol-5-ylmethyl-(4,4-difluoro-cyclohexyl)-amide S1C=NC2=C1C=CC(=C2)CN(C(=O)[C@H]2[C@@H]1C[C@@H]1CN2S(=O)(=O)C2=CC=C(C=C2)OC)C2CCC(CC2)(F)F |&1:13,o1:14,16|